(1R,4R)-N-(but-3-yn-1-yl)-4-(((2S,4R)-2-methyl-1-propanoyl-1,2,3,4-tetrahydroquinolin-4-yl)amino)cyclohexane-1-carboxamide Dimethyl-4-iodopyridine-2,6-dicarboxylate COC(=O)C1=NC(=CC(=C1)I)C(=O)OC.C(CC#C)NC(=O)C1CCC(CC1)N[C@@H]1C[C@@H](N(C2=CC=CC=C12)C(CC)=O)C